1,4-diazepine-2,5-dione N1C(C=NC(C=C1)=O)=O